FCCOC=1C(=NC(=NC1OC)NS(=O)(=O)C1=CNC(=C1)C=1SC=C(N1)C)OC N-[5-(2-fluoroethoxy)-4,6-dimethoxy-pyrimidin-2-yl]-5-(4-methylthiazol-2-yl)-1H-pyrrole-3-sulfonamide